1-[(4-chlorophenyl)methyl]-4-methylsulfanyl-7-morpholino-pyrido[3,2-d]pyrimidin-2-one ClC1=CC=C(C=C1)CN1C(N=C(C2=C1C=C(C=N2)N2CCOCC2)SC)=O